2-(N-hydroxyimino)acetate ON=CC(=O)[O-]